FC(C=1OC(=NN1)C1=CC=C(C=C1)CN1N=C(N=N1)C1=CC=C(C=C1)CN1CCCCC1)F 2-(difluoromethyl)-5-(4-((5-(4-(piperidin-1-ylmethyl)phenyl)-2H-tetrazol-2-yl)methyl)phenyl)-1,3,4-oxadiazole